4-(2-hydroxyphenyl)fluorene OC1=C(C=CC=C1)C1=CC=CC=2CC3=CC=CC=C3C12